isopropyl 5-((propionyloxy) methyl)furan-2-carboxylate C(CC)(=O)OCC1=CC=C(O1)C(=O)OC(C)C